ClC1=NN(C(C=C1Cl)=O)C(C(=O)NC1=CC(=C(C=C1)C)NS(=O)(=O)C)C.[Sn] tin 2-(3,4-dichloro-6-oxopyridazin-1(6H)-yl)-N-(4-methyl-3-(methylsulfonamido)phenyl)propanamide